O.F[P-](F)(F)(F)(F)F.F[P-](F)(F)(F)(F)F.[Mn+4] manganese (IV) bis(hexafluorophosphate) monohydrate